C(CC)NC([O-])=O.C(C)O[Si+](OCC)OCC triethoxysilicon propyl-carbamate